N[C@@H]1[C@H](CO[C@H](C1)C(=O)N1[C@H](C2=CC=CC=C2CC1)C1=CC=C(C=C1)F)N(C(OC(C)(C)C)=O)C tert-butyl ((3R,4S,6R)-4-amino-6-((S)-1-(4-fluorophenyl)-1,2,3,4-tetrahydroisoquinoline-2-carbonyl)tetrahydro-2H-pyran-3-yl)(methyl)carbamate